tetrasodium dicarboxymethylaspartate C(=O)(O)C(C(=O)O)N[C@@H](CC(=O)[O-])C(=O)[O-].[Na+].[Na+].[Na+].[Na+].C(=O)(O)C(C(=O)O)N[C@@H](CC(=O)[O-])C(=O)[O-]